adenosine 5'-diphosphate sodium salt [Na+].P([O-])(=O)(OP(=O)([O-])[O-])OC[C@@H]1[C@H]([C@H]([C@@H](O1)N1C=NC=2C(N)=NC=NC12)O)O.[Na+].[Na+]